ClC=1N=CC=C2C1N(C(=C2)C(=O)NC21CC(C2)(C1)F)CC 7-chloro-1-ethyl-N-[3-fluorobicyclo[1.1.1]pentan-1-yl]pyrrolo[2,3-c]pyridine-2-carboxamide